C(#N)C1=CC=C(C=C1)C1=CN=C2SC(=NN21)C2=CC=C(C(=O)NCCCO)C=C2 4-(5-(4-cyanophenyl)imidazo[2,1-b][1,3,4]thiadiazol-2-yl)-N-(3-hydroxypropyl)benzamide